C(C)N1C(NC2=CC(=CC(=C2C1=O)C)CN1CCN(CC1)C=1C=CC(=NC1F)C(=O)NC)=O 5-(4-((3-ethyl-5-methyl-2,4-dioxo-1,2,3,4-tetrahydroquinazolin-7-yl)methyl)piperazin-1-yl)-6-fluoro-N-methylpyridineamide